C(CCCCCCCCCCO)O undecane-1,11-diol